C(CN(C)CC=1OC=CC(C1O[Si](C1=CC=CC=C1)(C1=CC=CC=C1)C(C)(C)C)=O)N(C)CC=1OC=CC(C1O[Si](C1=CC=CC=C1)(C1=CC=CC=C1)C(C)(C)C)=O 2,2'-((ethane-1,2-diyl-bis(methylazandiyl))bis(methylene))bis(3-((tert-butyldiphenylsilyl)oxy)-4H-pyran-4-one)